3-hydroxy-N'-(2-furylmethylene)-2-naphthoic acid hydrazide OC=1C(=CC2=CC=CC=C2C1)C(=O)NN=CC=1OC=CC1